4-chloro-4'-hydroxybenzophenone ClC1=CC=C(C(=O)C2=CC=C(C=C2)O)C=C1